C1(=CC=CC=C1)C1=NC=CC(=C1)C=1C(=NNC1)C1=NC=CC=C1 2-phenyl-4-[3-(pyridin-2-yl)-1H-pyrazol-4-yl]pyridine